(1S,2R,3R,4R,5S)-1-(((6-azidohexyl)oxy)methyl)-4-((6-(trifluoromethyl)pyridin-2-yl)amino)-6,8-dioxabicyclo[3.2.1]octane-2,3-diol N(=[N+]=[N-])CCCCCCOC[C@@]12[C@@H]([C@@H]([C@H]([C@@H](OC1)O2)NC2=NC(=CC=C2)C(F)(F)F)O)O